O=C1N(CCNC1)CC1CCC(CC1)NC(OC(C)(C)C)=O tert-butyl ((1R,4R)-4-((2-oxopiperazin-1-yl)methyl)cyclohexyl)carbamate